4-(6-Aminopyridin-3-yl)hexahydropyrrolo[3,4-b][1,4]oxazine-6(2H)-carboxylic acid tert-butyl ester C(C)(C)(C)OC(=O)N1CC2OCCN(C2C1)C=1C=NC(=CC1)N